(S)-4-(7-(3-chlorophenyl)-5-(N-ethylacetamido)-7H-pyrrolo[2,3-d]pyrimidin-4-yl)-3-methylpiperazine-1-carboxylic acid tert-butyl ester C(C)(C)(C)OC(=O)N1C[C@@H](N(CC1)C=1C2=C(N=CN1)N(C=C2N(C(C)=O)CC)C2=CC(=CC=C2)Cl)C